((S)-1-(4-fluorophenyl)-3,4-dihydroisoquinolin-2(1H)-yl)((3R,6R)-1,5-dioxaspiro[2.4]heptan-6-yl)methanone FC1=CC=C(C=C1)[C@@H]1N(CCC2=CC=CC=C12)C(=O)[C@@H]1OC[C@]2(CO2)C1